[O-]CCCC.C(C)CC(CC(=O)[O-])=O.C(C)CC(CC(=O)[O-])=O.[Zr+3] zirconium bis(ethylacetoacetate) butoxide